F[C@]1([C@@H](O[C@@H]([C@H]1O)CO)N1C2=NC(=NC(=C2N=C1)NC)C(C(=O)N)(C)C)C=C (9-((2R,3R,4R,5R)-3-fluoro-4-hydroxy-5-(hydroxymethyl)-3-vinyltetrahydrofuran-2-yl)-6-(methylamino)-9H-purin-2-yl)isobutyramide